(+)-2-[2-Chloro-4-(trifluoromethyl)phenyl]-5,7-dihydroxy-8-[(2R,3S)-2-(hydroxymethyl)-1-methylpyrrolidin-3-yl]-4H-chromen-4-one hydrochloride Cl.ClC1=C(C=CC(=C1)C(F)(F)F)C=1OC2=C(C(=CC(=C2C(C1)=O)O)O)[C@H]1[C@@H](N(CC1)C)CO